P(=O)(=O)CCCC phospho-butane